1-cyclohexyl-3-morpholinoethylcarbodiimide C1(CCCCC1)N=C=NCCN1CCOCC1